N-[(3S)-2,2-dimethylpyrrolidin-3-yl]-6-methyl-5-(1-methyl-1H-imidazol-4-yl)pyridin-2-amine, dihydrochloride salt Cl.Cl.CC1(NCC[C@@H]1NC1=NC(=C(C=C1)C=1N=CN(C1)C)C)C